[Cl-].[K+].C(C1=CC=CC=C1)OC1CC(CCC1)(C1=C(C(=CC=C1)F)Br)CO (3-(benzyloxy)-1-(2-bromo-3-fluorophenyl)cyclohexyl)methanol kalium chloride